OC1=C(C(=O)C2=CC=CC=C2)C=CC(=C1)OCCCCCCCC 2-hydroxy-4-(octyloxy)-benzophenone